BrC1=NC=CC(=C1)NCC=1N=C2N(C=C(C=C2N2C(CCC2)=O)C2CC2)C1 1-(2-(((2-bromopyridin-4-yl)amino)methyl)-6-cyclopropylimidazo[1,2-a]pyridin-8-yl)pyrrolidin-2-one